ClC=1C=C(C=2N(C1)C(=CN2)C2=CC=NN2C2OCCCC2)C2=CC=NN2C 6-chloro-8-(1-methyl-1H-pyrazol-5-yl)-3-(1-(tetrahydro-2H-pyran-2-yl)-1H-pyrazol-5-yl)imidazo[1,2-a]pyridine